FC1([C@](C1)(CN1C[C@H](CC1)F)CO)F ((R)-2,2-difluoro-1-(((S)-3-fluoropyrrolidin-1-yl)methyl)cyclopropyl)methanol